FC1=CC(=C(C=C1)NC(=S)NC(=O)NCC1=CC(=CC=C1)C1=NN(C=N1)C1=CC=C(C=C1)OC(F)(F)F)C(C)C 1-[(4-fluoro-2-isopropyl-phenyl)carbamothioyl]-3-[[3-[1-[4-(trifluoromethoxy)phenyl]-1H-1,2,4-triazol-3-yl]phenyl]methyl]urea